2-((methyl-(phenyl)amino)methyl)-3H-naphtho[2,1-d]imidazol-5-ol CN(C1=CC=CC=C1)CC1=NC2=C(N1)C=C(C1=CC=CC=C12)O